tert-butyl 4-(4-(6-amino-2-fluoro-5-(1-oxo-1,2,3,4-tetrahydroisoquinolin-6-yl)pyridin-3-yl)-2-((dimethylamino)methyl)phenyl)piperazine-1-carboxylate NC1=C(C=C(C(=N1)F)C1=CC(=C(C=C1)N1CCN(CC1)C(=O)OC(C)(C)C)CN(C)C)C=1C=C2CCNC(C2=CC1)=O